6-methyl-4-phenyl-3,4-dihydrocoumarin CC=1C=C2C(CC(OC2=CC1)=O)C1=CC=CC=C1